rac-tert-butyl (RS)-2-(4-methoxyphenyl)-4-methyl-3-(pyridin-4-yl)-6,7-dihydropyrazolo[1,5-a]pyrazine-5(4H)-carboxylate COC1=CC=C(C=C1)C1=NN2C([C@H](N(CC2)C(=O)OC(C)(C)C)C)=C1C1=CC=NC=C1 |r|